C(C)(C)(C)OC(=O)N[C@H](CC(N(C)C)=O)C(=O)OCC1=CC=CC=C1 Benzyl N2-(tert-butoxycarbonyl)-N4,N4-dimethyl-D-asparaginate